C(#N)C=1C=NN2C1C(=CC(=C2)OCC=2N(C=CN2)C)C=2C=CC(=NC2)N2CCC(CC2)(C)NC(C2=NC=CC=C2)=O N-(1-(5-(3-cyano-6-((1-methyl-1H-imidazol-2-yl)methoxy)pyrazolo[1,5-a]pyridin-4-yl)pyridin-2-yl)-4-methylpiperidin-4-yl)picolinamide